2-(2-bromo-1'-(3-hydroxypicolinoyl)-8-oxo-5,8-dihydrospiro[cyclopenta[d][1,2,4]triazolo[1,5-a]pyrimidine-7,4'-piperidin]-4(6H)-yl)-N-(2-chloro-4-(trifluoromethyl)phenyl)acetamide BrC1=NN2C(N(C3=C(C2=O)C2(CCN(CC2)C(C2=NC=CC=C2O)=O)CC3)CC(=O)NC3=C(C=C(C=C3)C(F)(F)F)Cl)=N1